N-[5-(difluoromethoxy)-3-methoxypyridin-2-yl]-5-phenyl-1H-pyrrole-3-sulfonamide FC(OC=1C=C(C(=NC1)NS(=O)(=O)C1=CNC(=C1)C1=CC=CC=C1)OC)F